C(C)OC(=C)C1=C(C=C(C(=O)OC)C=C1F)F methyl 4-(1-ethoxyvinyl)-3,5-difluorobenzoate